CC1=C(C=C(C=C1)CC(=O)O)[C@@H](CN[C@@H]([C@H]1CNC2=C(N1)N=CC=C2)C2=CC=CC=C2)C 2-[4-methyl-3-[(1S)-1-methyl-2-[[(R)-phenyl-[(3R)-1,2,3,4-tetrahydropyrido[2,3-b]pyrazin-3-yl]methyl]amino]ethyl]phenyl]acetic acid